C(C)OC(=O)C=1C=C(N2C=CC=C2C1)C(=O)C=1OC=CC1 5-(furan-2-carbonyl)indolizine-7-carboxylic acid ethyl ester